1,3,2-diazaborole N1B=NC=C1